2-chloro-N-(5-ethyl-1,3,4-oxadiazol-2-yl)-3-(isopropylsulfonyl)-4-(methylsulfonyl)benzamide ClC1=C(C(=O)NC=2OC(=NN2)CC)C=CC(=C1S(=O)(=O)C(C)C)S(=O)(=O)C